C(C)OC(CCO[C@@H](CC1=CC=CC=C1)NC(=O)OC(C)(C)C)=O.C(C1=CC=CC=C1)OC1=C(C(=C(C=C1)C(C)=O)OCC)C 1-[4-(benzyloxy)-2-ethoxy-3-methylphenyl]ethan-1-one Ethyl-(S)-5-((tert-butoxycarbonyl)amino)-4-oxa-6-phenylhexanoate